Cl.ClC1=C(C=2C(=NC=CC2OC2=CC(=C(C=C2)NC(=O)NC2=CC(=C(C=C2)CN2CCN(CC2)C)C(F)(F)F)C)N1)Cl 1-(4-((2,3-dichloro-1H-pyrrolo[2,3-b]pyridin-4-yl)oxy)-2-methylphenyl)-3-(4-((4-methylpiperazin-1-yl)methyl)-3-(trifluoromethyl)phenyl)urea HCl